methyl 2-[(2R,3R,4R)-3,4,5-triacetoxytetrahydrofuran-2-yl]acetate C(C)(=O)O[C@@H]1[C@H](OC([C@@H]1OC(C)=O)OC(C)=O)CC(=O)OC